FC=1C=2N(C=C(C1)C=1NC3=CC=C(C=C3C1C(C)C)C1CCN(CC1)CC(=O)NC)C=CN2 2-(4-(2-(8-fluoroimidazo[1,2-a]pyridin-6-yl)-3-isopropyl-1H-indol-5-yl)piperidin-1-yl)-N-methylacetamide